2,4-diphenyl-6-(3-(spiro[cyclopentane-1,9'-fluoren]-2'-yl)phenyl)-1,3,5-triazine C1(=CC=CC=C1)C1=NC(=NC(=N1)C1=CC=CC=C1)C1=CC(=CC=C1)C1=CC=2C3(C4=CC=CC=C4C2C=C1)CCCC3